N-(2,4-dichlorophenyl)-3-(p-tolyl)-1,2,4-oxadiazole-5-carboxamide ClC1=C(C=CC(=C1)Cl)NC(=O)C1=NC(=NO1)C1=CC=C(C=C1)C